N-[(6-amino-1,5-naphthyridin-3-yl)methyl]-N-(4,4-difluoro-1,1-dioxo-3,4-dihydro-2H-1λ6-benzothiopyran-8-yl)-2-methylpyrimidine-5-carboxamide NC=1N=C2C=C(C=NC2=CC1)CN(C(=O)C=1C=NC(=NC1)C)C1=CC=CC=2C(CCS(C21)(=O)=O)(F)F